NC1=CC=C(C(=N1)C1=C(C=2N=C(N=C(C2C=N1)N([C@H]1CNCC1)C)OC[C@]12CCCN2C[C@@H](C1)F)F)C1CC1 7-(6-amino-3-cyclopropylpyridin-2-yl)-8-fluoro-2-(((2R,7aS)-2-fluorotetrahydro-1H-pyrrolizin-7a(5H)-yl)methoxy)-N-methyl-N-((R)-pyrrolidin-3-yl)pyrido[4,3-d]pyrimidin-4-amine